(S)-8-amino-N-(2-(2-cyano-4,4-difluoro-pyrrolidin-1-yl)-2-carbonyl-ethyl)-quinoline-4-carboxamide NC=1C=CC=C2C(=CC=NC12)C(=O)NCC(=C=O)N1[C@@H](CC(C1)(F)F)C#N